4-[5-[(1S)-2-amino-1-hydroxyethyl]pyridin-2-yl]-3-(2-methyl-6-pyrazin-2-ylpyridin-4-yl)oxybenzonitrile NC[C@@H](O)C=1C=CC(=NC1)C1=C(C=C(C#N)C=C1)OC1=CC(=NC(=C1)C1=NC=CN=C1)C